N1(CCNCC1)CCNCCN N-(2-piperazinyl-ethyl)ethylenediamine